F[P-](F)(F)(F)(F)F.CN(C(N(C)C)=O)C tetramethylurea-hexafluorophosphate salt